FC(C1=CC(=C(C#N)C=C1)C1=CC=C(C=C1)C(F)(F)F)(F)F 4-(trifluoromethyl)-2-[4-(trifluoromethyl)phenyl]-benzonitrile